NC1=C(SC2=NC(=CC=C21)N(C)C)C(=O)NCCC2=CC=C(C=C2)N2CCNCC2 3-Amino-6-(dimethylamino)-N-(4-(piperazin-1-yl)phenethyl)thieno[2,3-b]pyridine-2-carboxamide